C1(CC1)[C@H](CN1N=C(C(=C1N1C(C2=CC=CC=C2C1=O)=O)C)C1=CC=C(C=C1)F)O |r| 2-{1-[(±)-2-cyclopropyl-2-hydroxyethyl]-3-(4-fluorophenyl)-4-methyl-1H-pyrazol-5-yl}-1H-isoindole-1,3(2H)-dione